FC=1C=C(C=C(C1)OC)C1=CC2=C(O[C@H](CN2S(=O)(=O)C2=CC(=CC=C2)C(F)(F)F)C23CCC(CC2)(C3)C(=O)O)C=C1 4-((S)-6-(3-fluoro-5-methoxyphenyl)-4-((3-(trifluoromethyl)phenyl)sulfonyl)-3,4-dihydro-2H-benzo[b][1,4]oxazin-2-yl)bicyclo[2.2.1]heptane-1-carboxylic acid